CC(CO)C(CC(O)C)C 2,3,5-trimethyl-1,5-pentanediol